COC1=C(C=CC(=C1)OC)C(=O)N (2,4-dimethoxyphenyl)carboxamide